CN1C(C2=CC(=CC=C2CC1)OCCCCN1CCN(CC1)C1=CC(=CC=C1)C(F)(F)F)=O 2-methyl-7-(4-(4-(3-(trifluoromethyl)phenyl)piperazin-1-yl)butoxy)-3,4-dihydroisoquinolin-1(2H)-one